C(C)OC1=CC=C(C=C1)C=1SC=C(N1)C(=O)OC(CF)CF 1,3-Difluoropropan-2-yl 2-(4-ethoxyphenyl)thiazole-4-carboxylate